5-{[5-(6-{[1-(aminomethyl)cyclopropyl]methoxy}-2,3-dihydro-1-benzofuran-7-yl)-1H-pyrazol-3-yl]amino}pyrazine-2-carbonitrile NCC1(CC1)COC1=C(C2=C(CCO2)C=C1)C1=CC(=NN1)NC=1N=CC(=NC1)C#N